3-(((pyridine-3-carbonyl)oxy)(benzoyl)amino)benzamide N1=CC(=CC=C1)C(=O)ON(C=1C=C(C(=O)N)C=CC1)C(C1=CC=CC=C1)=O